N-methyl-N-3-cyclohexylamine CNC1CCCCC1